methyl β-hydroxypropionate OCCC(=O)OC